[4-(5-Formylpyrazin-2-yl)piperazin-1-yl]Acetic acid C(=O)C=1N=CC(=NC1)N1CCN(CC1)CC(=O)O